tert-butyl (2S)-2-({[4-(aminomethyl)pyridin-3-yl]oxy}methyl)morpholine-4-carboxylate NCC1=C(C=NC=C1)OC[C@@H]1CN(CCO1)C(=O)OC(C)(C)C